[4-(methylthio)-phenyl]-2-morpholinopropane CSC1=CC=C(C=C1)CC(C)N1CCOCC1